CC1CC2N(C(C1)C2)C(=O)N 3-methyl-6-azabicyclo[3.1.1]heptane-6-carboxamide